benzylidenacetophenone C(C1=CC=CC=C1)=CC(=O)C1=CC=CC=C1